7-methoxy-1,2,3,4-tetrahydroisoquinolin COC1=CC=C2CCNCC2=C1